ClC=1C(=CC=2N(C1)C(=CN2)N2CCN(CC2)C(C=C)=O)C2=C1C=NNC1=CC=C2C 1-(4-(6-chloro-7-(5-methyl-1H-indazol-4-yl)imidazo[1,2-a]pyridin-3-yl)piperazin-1-yl)prop-2-en-1-one